4-(pyridin-3-yl)but-3-enoic acid N1=CC(=CC=C1)C=CCC(=O)O